C(#N)C1CC2(C1)C[C@H](N(CC2)CC2=C1C=CNC1=C(C=C2OC)C)C2=CC=C(C(=O)NC1(COC1)C(=O)O)C=C2 3-(4-((2S,4r,6S)-2-cyano-7-((5-methoxy-7-methyl-1H-indol-4-yl)methyl)-7-azaspiro[3.5]nonan-6-yl)benzamido)oxetane-3-carboxylic acid